methacryloyloxyethyl-trimethyl-propylammonium bromide [Br-].C(C(=C)C)(=O)OCCC(CC)[N+](C)(C)C